bis(4-hexylphenyl)acetylene C(CCCCC)C1=CC=C(C=C1)C#CC1=CC=C(C=C1)CCCCCC